N1CC[C@@H](CCC1)CNC1=NN(C(=C1)C1=CC(=C(C#N)C=C1)F)C1=CC=C(C=C1)C(=O)N1CCCC1 (R)-4-(3-((azepan-4-ylmethyl)amino)-1-(4-(pyrrolidine-1-carbonyl)phenyl)-1H-pyrazol-5-yl)-2-fluorobenzonitrile